2-(5-(cyclopropylmethyl)-4-(3-fluoro-4-sulfamoylbenzyl)-3-(6-((5-methylthiophen-2-yl)ethynyl)pyridin-2-yl)-1H-pyrazol-1-yl)thiazole-4-carboxylic acid C1(CC1)CC1=C(C(=NN1C=1SC=C(N1)C(=O)O)C1=NC(=CC=C1)C#CC=1SC(=CC1)C)CC1=CC(=C(C=C1)S(N)(=O)=O)F